O[C@H](C(=O)O)CC(=O)O.C(C)N(CCNC(=O)C=1C2=C(NC1C)\C(\CC2)=C\2/C(NC1=CC(=CC=C21)F)=O)CC (Z)-N-(2-(diethylamino)ethyl)-6-(6-fluoro-2-oxoindolin-3-ylidene)-2-methyl-1,4,5,6-tetrahydrocyclopenta[b]pyrrole-3-carboxamide (S)-2-hydroxysuccinate